2-chloro-6-(prop-2-yloxy)pyridin-3-carbonitrile ClC1=NC(=CC=C1C#N)OC(C)C